1-chloro-4-(4-methoxyphenyl)pyrrolo[1,2-a]quinoxaline ClC1=CC=C2N1C1=CC=CC=C1N=C2C2=CC=C(C=C2)OC